BrC1=C(C=C2C(=NC(=NC2=C1F)Cl)N1[C@@H](CN(CC1)C(=O)OC(C)(C)C)C)Cl tert-butyl (R)-4-(7-bromo-2,6-dichloro-8-fluoroquinazolin-4-yl)-3-methylpiperazin-1-carboxylate